C1(CC1)C1=C(N)C=CC=C1 2-(cyclopropyl)aniline